5-(carboxyhydroxyl-methyl)uracil C(=O)(O)C(C=1C(NC(NC1)=O)=O)O